lithium dioxogallate O=C1C(=C(C(C(C1C(=O)[O-])=O)O)O)O.[Li+]